ClC=1C(=NC(=NC1)NC1CCOCC1)C1=CC=C2CN(C(C2=C1)=O)CC(=O)NC(C)C=1N=C(SC1C)C 2-(6-{5-chloro-2-[(oxacyclohex-4-yl)amino]pyrimidin-4-yl}-1-oxo-2,3-dihydro-1H-isoindol-2-yl)-N-[1-(2,5-dimethyl-1,3-thiazol-4-yl)ethyl]acetamide